[N+](=O)([O-])C1=CC=C(C=C1)[C@@]1(O)[C@H](O)[C@@H](O)[C@H](O)[C@H](O1)CO L-1-p-nitrophenyl-alpha-D-glucopyranose